(1R)-N-{2-amino-3-[6-(1-hydroxypropyl)-4-methylpyridin-3-yl]-1,6-naphthyridin-7-yl}-2,2-difluorocyclopropane-1-carboxamide NC1=NC2=CC(=NC=C2C=C1C=1C=NC(=CC1C)C(CC)O)NC(=O)[C@@H]1C(C1)(F)F